5-cyano-N-(5-(4-cyanophenyl)thiazolo[5,4-b]pyridin-2-yl)-1,2,6'-trimethyl-6-oxo-1,6-dihydro-[3,4'-bipyridine]-3'-carboxamide C(#N)C1=CC(=C(N(C1=O)C)C)C1=C(C=NC(=C1)C)C(=O)NC=1SC2=NC(=CC=C2N1)C1=CC=C(C=C1)C#N